CC1(C2=C3C(=CC=[SiH]C3=CC2=CC=C1)OB(O)O)C (5,5-dimethyl-silafluorene-4-yl)boric acid